OS(=O)(=O)C(F)(F)F.FC1=CC=CC2=C1SC1=C2C=CC=C1F 4,6-difluoro-dibenzothiophene-triflate